N-(4-(3-methylphenyl)thiazol-2-yl)acetamide CC=1C=C(C=CC1)C=1N=C(SC1)NC(C)=O